2-tertpentylcyclohexylacetate C(C)(C)(CC)C1C(CCCC1)CC(=O)[O-]